2-bromo-6-methoxy-N-[(4-methoxyphenyl)methyl]-N-(2-propenyl)benzamide BrC1=C(C(=O)N(CC=C)CC2=CC=C(C=C2)OC)C(=CC=C1)OC